FC=1C=C(C=NC1)[C@@H]1N(CCC1)C1=NC=2N(C=C1)N=CC2C(=O)NCC(CO)(C)C (R)-5-(2-(5-fluoropyridin-3-yl)pyrrolidin-1-yl)-N-(3-hydroxy-2,2-dimethyl-propyl)pyrazolo[1,5-a]pyrimidine-3-carboxamide